4-(5-(4-((3-Benzyl-9-methyl-4H,6H-thieno[2,3-e][1,2,4]triazolo[3,4-c][1,4]oxazepin-2-yl)ethynyl)-1H-pyrazol-1-yl)pentyl)-2-(2,6-dioxopiperidin-3-yl)isoindolin-1,3-dion C(C1=CC=CC=C1)C1=C(SC=2N3C(COCC21)=NN=C3C)C#CC=3C=NN(C3)CCCCCC3=C2C(N(C(C2=CC=C3)=O)C3C(NC(CC3)=O)=O)=O